C(#N)C1=NC2=CC(=CC(=C2N=C1N1CCN(CC1)C1CC1)[C@@H](C)NC1=C(C(=O)O)C=CC=C1)C (R)-2-((1-(2-cyano-3-(4-cyclopropylpiperazin-1-yl)-7-methylquinoxalin-5-yl)ethyl)amino)benzoic acid